CC1=CC=C(C=NN=C2NC(CC(N2)=O)C2=CC=C(C=C2)[N+](=O)[O-])C=C1 2-((4-methylbenzylidene)hydrazineylidene)-6-(4-nitrophenyl)tetrahydropyrimidin-4(1H)-one